(R)-(1-(cyclohexylamino)-3-(3,5-difluoro-4-hydroxyphenyl)-1-oxopropan-2-yl)carbamic acid tert-butylButyl ester C(C)(C)(C)C(CCC)OC(N[C@@H](C(=O)NC1CCCCC1)CC1=CC(=C(C(=C1)F)O)F)=O